2-(trimethylsilyl)ethyl (rac-(1R,2S,4R)-5-cyano-7-oxabicyclo[2.2.1]heptan-2-yl)carbamate C(#N)C1[C@H]2C[C@@H]([C@@H](C1)O2)NC(OCC[Si](C)(C)C)=O |r|